NC1=NC(=CC(=N1)NCCOC)CC1=CC=C(C=C1)CN1CCCC1 2-Amino-4-((2-methoxyethyl)amino)-6-(4-(pyrrolidin-1-ylmethyl)benzyl)pyrimidine